C(C)(C)(C)N(C(O)=O)C(C(=O)NC1=CC=C(C=C1)C1=NC(=CN=C1)OCC)C=1N=C(SC1)NS(=O)(=O)C1CC1.[N+](=O)([O-])C1=CC(=NC=C1)C#C[Si](C)(C)C 4-nitro-2-((trimethylsilyl)ethynyl)pyridine tert-butyl-(1-(2-(cyclopropanesulfonamido)thiazol-4-yl)-2-((4-(6-ethoxypyrazin-2-yl)phenyl)amino)-2-oxoethyl)carbamate